C(=O)O.N[C@@H]1CN(CC1)C(CNC(C1=C(C=C(C=C1)NC=1C=2N(C=CN1)C(=CN2)C=2C(=NN(C2)CC#N)C(F)(F)F)C)=O)=O N-[2-[(3S)-3-aminopyrrolidin-1-yl]-2-oxo-ethyl]-4-[[3-[1-(cyanomethyl)-3-(trifluoromethyl)pyrazol-4-yl]imidazo[1,2-a]pyrazin-8-yl]amino]-2-methyl-benzamide formate